methyl (R)-2-(pyrrolidin-3-yl)acetate hydrochloride Cl.N1C[C@H](CC1)CC(=O)OC